ClC1=CC=C(CN(C(OC(C)(C)C)=O)C2=C(C=CC=C2)I)C=C1 Tert-butyl (4-chlorobenzyl)(2-iodophenyl)carbamate